N6-(tert-butoxycarbonyl)-N-(2-carbamoylcyclohexyl)-L-lysinamide C(C)(C)(C)OC(=O)NCCCC[C@H](N)C(=O)NC1C(CCCC1)C(N)=O